methoxy-4-{2-[(3,4,5-trimethoxyphenyl) methanesulfonyl] vinyl}-phenyl-N,N-diphenylcarbamate COC1=C(C=CC(=C1)C=CS(=O)(=O)CC1=CC(=C(C(=C1)OC)OC)OC)C1=C(C=CC=C1)N(C([O-])=O)C1=CC=CC=C1